NC1=NC=C(C=C1O[C@H](C)C=1C=C(C=CC1)NC(C1=CC(C(=O)N)=C(C=C1)SC)=O)C=1C=NN(C1)C (R)-N1-(3-(1-((2-amino-5-(1-methyl-1H-pyrazol-4-yl)pyridin-3-yl)oxy)ethyl)phenyl)-4-(methylthio)isophthalamide